(S)-5-benzyl-N-(7-(3-hydroxy-3-methylbutyl)-5-methyl-4-oxo-2,3,4,5-tetrahydrobenzo[b][1,4]oxazepin-3-yl)-1H-1,2,4-triazole-3-carboxamide C(C1=CC=CC=C1)C1=NC(=NN1)C(=O)N[C@@H]1C(N(C2=C(OC1)C=CC(=C2)CCC(C)(C)O)C)=O